Ethyl 2-(4-((4-(3-chloro-5-(trifluoromethyl) pyridin-2-yl) piperazin-1-yl) methyl)-2,6-dimethylphenoxy)-2-methylpropionate ClC=1C(=NC=C(C1)C(F)(F)F)N1CCN(CC1)CC1=CC(=C(OC(C(=O)OCC)(C)C)C(=C1)C)C